BrNC1=CC(=CC=C1)COC1CCCC1 bromo-3-((cyclopentyloxy)methyl)aniline